C1N(CC12CN(CC2C(=O)OCC)C(=O)OC(C)(C)C)C(=O)OC(C)(C)C 2,6-di-tert-butyl 8-ethyl 2,6-diazaspiro[3.4]octane-2,6,8-tricarboxylate